C1(=CC=CC2=CC=CC=C12)S(=O)(=O)N1CC(NC2=CC=CC=C12)=O 4-(naphthalen-1-ylsulfonyl)-3,4-Dihydroquinoxalin-2(1H)-one